[Os](Cl)(Cl)(Cl)Cl.BrC=1C(=CC(=C(NCCCCCC=N)C1)N1C[C@@H](N([C@H](C1)C)C)C)F 5-bromo-4-fluoro-2-((3S,5S)-3,4,5-trimethylpiperazin-1-yl)anilinehexanimine osmium chloride